COC=1C=C(CN(C([O-])=O)CC2=CC(=CC=C2)OC)C=CC1 bis(3-methoxybenzyl)carbamate